(S)-4-(8-amino-3-(1-but-2-ynoylpiperidin-2-yl)imidazo[1,5-a]pyrazin-1-yl)-N-(4-methylpyrimidin-2-yl)benzamide NC=1C=2N(C=CN1)C(=NC2C2=CC=C(C(=O)NC1=NC=CC(=N1)C)C=C2)[C@H]2N(CCCC2)C(C#CC)=O